[4-[(E)-3-[4-(Dimethylamino)phenyl]prop-2-enoyl]-3-hydroxyphenyl] N,N-diethylcarbamate C(C)N(C(OC1=CC(=C(C=C1)C(\C=C\C1=CC=C(C=C1)N(C)C)=O)O)=O)CC